The molecule is a cholestanoid that is 5alpha-cholest-7-ene substituted at position 3 by an oxo group. It is a 3-oxo Delta(7)-steroid and a cholestanoid. C[C@H](CCCC(C)C)[C@H]1CC[C@@H]2[C@@]1(CC[C@H]3C2=CC[C@@H]4[C@@]3(CCC(=O)C4)C)C